N-[[4-[(3-hydroxycyclobutyl)-methyl-amino]-1-[4-(trifluoromethoxy)phenyl]pyrazolo[3,4-b]pyridin-3-yl]methyl]prop-2-enamide OC1CC(C1)N(C1=C2C(=NC=C1)N(N=C2CNC(C=C)=O)C2=CC=C(C=C2)OC(F)(F)F)C